C(C)(C)N1N=C(C2=NC=C(C=C21)C(=O)NC2(CS(C2)(=O)=O)C)C2=CC(=CC=C2)C2(CC2)C(F)(F)F 1-isopropyl-N-(3-methyl-1,1-dioxidothietan-3-yl)-3-(3-(1-(trifluoromethyl)cyclopropyl)phenyl)-1H-pyrazolo[4,3-b]pyridine-6-carboxamide